1-(3-(dimethylamino)propyl)indoline CN(CCCN1CCC2=CC=CC=C12)C